(S)-N-((S)-1-cyano-2-((S)-2-oxopyrrolidin-3-yl)ethyl)-3-cyclopropyl-2-(2-(4-fluorophenoxy)acetamido)-propenamide C(#N)[C@H](C[C@H]1C(NCC1)=O)NC(C(=CC1CC1)NC(COC1=CC=C(C=C1)F)=O)=O